4-bromo-7-(methylthio)-2,3-dihydro-1H-inden-1-one BrC1=C2CCC(C2=C(C=C1)SC)=O